CN(S(=O)(=O)N([C@@H]1[C@@H](N([C@@H](C1)C)C(=O)OCC1=CC=CC=C1)CO[Si](CC)(CC)CC)CC1=CC=C(C=C1)OC)C benzyl (2R,3S,5R)-3-((N,N-dimethylsulfamoyl)(4-methoxybenzyl)amino)-5-methyl-2-(((triethylsilyl)oxy)methyl)pyrrolidine-1-carboxylate